BrC=1N=C(C=2N(C1)C=CN2)CC2=CC(=CC=C2)F 6-bromo-8-(3-fluorobenzyl)imidazo[1,2-a]pyrazine